N-(2-(pyrrolidin-1-yl)ethyl)benzamide N1(CCCC1)CCNC(C1=CC=CC=C1)=O